C(CCCCCCCCCCCCCCCCCCC)(=O)[O-].[Pb+2].C(CCCCCCCCCCCCCCCCCCC)(=O)[O-] lead eicosanate